5-[4-[[acetyl(methyl)amino]methyl]phenyl]pyridine-2-carboxylic acid C(C)(=O)N(C)CC1=CC=C(C=C1)C=1C=CC(=NC1)C(=O)O